2-(2,2-dimethoxyethoxy)-8-bromoquinoline COC(COC1=NC2=C(C=CC=C2C=C1)Br)OC